FC=1C=C(C=CC1F)C1=CC(=NC=N1)C(=O)O 6-(3,4-difluorophenyl)pyrimidine-4-carboxylic acid